tert-butyl 9-(4-amino-7-methyl-5-(5-(tetrahydrofuran-3-yl)-pyrimidin-2-yl)-7H-pyrrolo[2,3-d]pyrimidin-6-yl)-3-azaspiro[5.5]undec-8-ene-3-carboxylate NC=1C2=C(N=CN1)N(C(=C2C2=NC=C(C=N2)C2COCC2)C2=CCC1(CCN(CC1)C(=O)OC(C)(C)C)CC2)C